[4-[[3-(2,3-difluoro-4-methoxyphenyl)imidazo[1,2-a]pyrazin-8-yl]amino]-2-methylphenyl]-[4-[(2R,3S)-3-hydroxypyrrolidine-2-carbonyl]piperazin-1-yl]methanone FC1=C(C=CC(=C1F)OC)C1=CN=C2N1C=CN=C2NC2=CC(=C(C=C2)C(=O)N2CCN(CC2)C(=O)[C@@H]2NCC[C@@H]2O)C